FC1(CN(C[C@@H]1NC1=CC(=C(C=C1)C)C(N[C@H](C)C1=CC=C(C2=CC=CC=C12)C#CC1CCN(CC1)CC1CCNCC1)=O)C(=O)OC(C)(C)C)F tert-butyl (S)-3,3-difluoro-4-((4-methyl-3-(((R)-1-(4-((1-(piperidin-4-ylmethyl)piperidin-4-yl)ethynyl)naphthalen-1-yl)ethyl)carbamoyl)phenyl)amino)pyrrolidine-1-carboxylate